6-(5-(hydroxymethyl)isoxazol-3-yl)-4-methoxypyridine-3-carbonitrile OCC1=CC(=NO1)C1=CC(=C(C=N1)C#N)OC